CN(C1=NC=CC=C1C1=CC(=C2C(=N1)C(=NN2C(C)C)C)N)C 5-(2-(dimethylamino)pyridin-3-yl)-1-isopropyl-3-methyl-1H-pyrazolo[4,3-b]Pyridin-7-amine